C(C=C)OC=1C=C(C=C2CCC(C12)N1CCN(CC1)C1=C(C(N(C2=CC=C(N=C12)Cl)C)=O)C#N)F 4-(4-(7-(allyloxy)-5-fluoro-2,3-dihydro-1H-inden-1-yl)piperazin-1-yl)-6-chloro-1-methyl-2-oxo-1,2-dihydro-1,5-naphthyridine-3-carbonitrile